C(CC)C1=C(C=NC=C1)B(O)O 4-PROPYLPYRIDIN-3-YLBORONIC ACID